C1(CC1)C(=O)NC1=NC=CC(=C1)OC1=CC(=C(C=C1F)NC(=O)C1=CC2=C(N=CO2)C=C1)F N-(4-((2-(cyclopropanecarboxamido)pyridin-4-yl)oxy)-2,5-difluorophenyl)benzo[d]oxazole-6-carboxamide